N-(3,4-dihydroxy-9,10-dioxo-9,10-dihydroanthracen-2-yl)-4-trifluoromethylbenzenesulfonamide OC=1C(=CC=2C(C3=CC=CC=C3C(C2C1O)=O)=O)NS(=O)(=O)C1=CC=C(C=C1)C(F)(F)F